N-(2-hydroxyethyl)-3-aminophenol OCCNC=1C=C(C=CC1)O